4-((3-(4-bromophenyl-ethyl)-2,4-dioxo-3,4-dihydroquinazolin-1(2H)-yl)methyl)-N-hydroxybenzoamide BrC1=CC=C(C=C1)CCN1C(N(C2=CC=CC=C2C1=O)CC1=CC=C(C(=O)NO)C=C1)=O